ClC1=CC=C2[C@@]3(C(NC2=C1)=O)C1(N[C@H]([C@@H]3C3=C(C(=CC=C3)Cl)F)C(=O)NC3CCN(CC3)CCCC(=O)O)CCCCC1 4-(4-((3'R,4'S,5'R)-6''-chloro-4'-(3-chloro-2-fluorophenyl)-2''-oxodispiro[cyclohexane-1,2'-pyrrolidine-3',3''-indoline]-5'-carboxamido)piperidin-1-yl)butanoic acid